COCC(OCC=1N=CSC1)C1=CC(=C(C(=O)O)C=C1)C 4-(2-methoxy-1-(thiazol-4-ylmethoxy)ethyl)-2-methylbenzoic acid